FC1=C(CO)C=CC(=C1)C1COC1 2-Fluoro-4-(oxetan-3-yl)benzyl alcohol